S(=O)(=O)(OCCS)O 2-mercaptoethyl hydrogen sulfate